(2-bromoethyl)-triethylammonium bromide [Br-].BrCC[N+](CC)(CC)CC